FC(C1(CCC1)N1N=NC=C1)(F)F 1-(1-(trifluoromethyl)cyclobutyl)-1H-1,2,3-triazol